6-isobutylquinoline C(C(C)C)C=1C=C2C=CC=NC2=CC1